2-((2R,3S,4S,5R)-3-(3,4-difluoro-2-methylphenyl)-4-(methoxymethoxy)-5-methyl-5-(trifluoromethyl)tetrahydrofuran-2-yl)-1,6-naphthyridin-4(1H)-one FC=1C(=C(C=CC1F)[C@H]1[C@@H](O[C@]([C@H]1OCOC)(C(F)(F)F)C)C=1NC2=CC=NC=C2C(C1)=O)C